C(C=C)(=O)NC1=C(C2=C(CN(CC2)C(=O)OC(C)(C)C)S1)C=1SC2=C(N1)C=CC(=C2)C=2C=NC(=CC2)N2CCN(CC2)C(=O)OC(C)(C)C tert-butyl 2-acrylamido-3-(6-(6-(4-(tert-butoxycarbonyl)piperazin-1-yl)pyridin-3-yl)benzo[d]thiazol-2-yl)-4,7-dihydrothieno[2,3-c]pyridine-6(5H)carboxylate